Br[C@@H]1[C@@H](C2=CC(=C(C=C2C1)OC)OC)O |r| rac-(1R,2S)-2-bromo-5,6-dimethoxy-2,3-dihydro-1H-inden-1-ol